1-[(tert-butoxycarbonyl)amino]-3-oxocyclobutane-1-carboxylic acid ethyl ester C(C)OC(=O)C1(CC(C1)=O)NC(=O)OC(C)(C)C